The molecule is a butan-4-olide having a [1-(4-chlorophenylsulfonyl)oxy]ethyl group at the 3-position and two methyl substituents at the 5-position. It is a butan-4-olide, an arenesulfonate ester and a member of monochlorobenzenes. CC(C1CC(OC1=O)(C)C)OS(=O)(=O)C2=CC=C(C=C2)Cl